CC=1C=C(C=CC1)C1=C(C=CC=C1)C1=C(C=CC=C1)O 2-(3-methylphenyl)phenylphenol